2-(4,6-divinylpyridin-2-yl)-4-oxo-8,11-dioxa-2,5-diazatetradecane-14-oic acid C(=C)C1=CC(=NC(=C1)C=C)N(C)CC(NCCOCCOCCC(=O)O)=O